(±)-ethyl 3-[3-[(4,5-dichloro-1-methyl-indole-2-carbonyl)amino]-1-sulfamoyl-3-piperidyl]benzoate ClC1=C2C=C(N(C2=CC=C1Cl)C)C(=O)N[C@@]1(CN(CCC1)S(N)(=O)=O)C=1C=C(C(=O)OCC)C=CC1 |r|